8-fluoro-2-(4-(methyl-sulfonyl)phenyl)-6-(1'-(oxetan-3-yl)-[1,4'-bipiperidin]-4-yl)imidazo[1,2-a]pyridine FC=1C=2N(C=C(C1)C1CCN(CC1)C1CCN(CC1)C1COC1)C=C(N2)C2=CC=C(C=C2)S(=O)(=O)C